tris-(3,5-di-t-butyl-4-hydroxybenzyl)benzene C(C)(C)(C)C=1C=C(CC=2C(=C(C=CC2)CC2=CC(=C(C(=C2)C(C)(C)C)O)C(C)(C)C)CC2=CC(=C(C(=C2)C(C)(C)C)O)C(C)(C)C)C=C(C1O)C(C)(C)C